4-(4-aminophenoxy)-3-propylaniline NC1=CC=C(OC2=C(C=C(N)C=C2)CCC)C=C1